2-(2-benzyloxyphenyl)imidazo[1,2-a]pyrimidin-7-ol C(C1=CC=CC=C1)OC1=C(C=CC=C1)C=1N=C2N(C=CC(=N2)O)C1